FC=1C(=CC=C2N=CC(=NC12)C=1C=NN(C1)CC1CCN(CC1)C(=O)OC(C)(C)C)O tert-butyl 4-[[4-(8-fluoro-7-hydroxy-quinoxalin-2-yl)pyrazol-1-yl]methyl]piperidine-1-carboxylate